8-{[3-(8-{[(3S,4R)-3-fluoro-1-methylpiperidin-4-yl]amino}-3-[(trifluoromethyl)sulfanyl]indolizin-2-yl)prop-2-yn-1-yl]amino}-N-methyl-[1,2,4]triazolo[4,3-a]pyridine-6-carboxamide F[C@H]1CN(CC[C@H]1NC1=CC=CN2C(=C(C=C12)C#CCNC=1C=2N(C=C(C1)C(=O)NC)C=NN2)SC(F)(F)F)C